1,3-dihydro-1-methyl-3-[[4-[5-(trifluoromethyl)-1,2,4-oxadiazol-3-yl]phenyl]methyl]-2H-benzimidazol-2-one CN1C(N(C2=C1C=CC=C2)CC2=CC=C(C=C2)C2=NOC(=N2)C(F)(F)F)=O